1-(2,3-difluoro-6-hydroxy-5-(2-methylallyl)phenyl)ethan-1-one FC1=C(C(=C(C=C1F)CC(=C)C)O)C(C)=O